O[C@H](C(=O)O)[C@@H](CC1=CC=CC=C1)NC(C)=O (2S,3R)-2-hydroxy-3-acetylamino-4-phenylbutyric acid